ClC1=C(C=CC=2NC(=NC21)C2=CC=CC=C2)Cl 4,5-dichloro-2-phenyl-1H-benzo[d]imidazole